N[C@@H](CCCCCC(=O)C1=NOC=C1)C1=NOC(=C1)C1=C(C=CC=C1)F (7S)-7-amino-7-(5-(2-fluorophenyl)isoxazol-3-yl)-1-isoxazol-3-ylheptan-1-one